CC(C=O)(C)N1CCN(CC1)C 2-methyl-2-(4-methylpiperazin-1-yl)propanal